NC(C)=NOC(=O)C1=C(C(=CC=C1)[N+](=O)[O-])N[C@H](CCCCNC(OC(C)(C)C)=O)C tert-butyl (S)-(5-((2-((((1-aminoethylidene)amino)oxy)carbonyl)-6-nitrophenyl)amino)hexyl)carbamate